C(=O)O.C(=O)O.FC(C(C(F)(F)F)O)(F)F hexafluoropropan-2-ol diformate